ClC1=CC=C(C=N1)NC(=O)CC1=NN(C(=C1)C1=CC=NC2=CC=CC=C12)C1=NC(=CC=C1)C N-(6-chloropyridin-3-yl)-1-(6-methylpyridin-2-yl)-5-(quinolin-4-yl)-1H-pyrazole-3-carboxyamide